ClC=1N=C(SC1NC(=O)C1CC(C1)NC#N)C1CCCCC1 (1r,3r)-N-(4-chloro-2-cyclohexyl-1,3-thiazol-5-yl)-3-(cyanoamino)cyclobutane-1-carboxamide